2-{6-[2-(2-cyano-2-methylideneethyl)-1-oxo-2,3-dihydro-1H-isoindol-4-yl]-1H-indazol-1-yl}-N-methylacetamide C(#N)C(CN1C(C2=CC=CC(=C2C1)C1=CC=C2C=NN(C2=C1)CC(=O)NC)=O)=C